NC1=NC=2C=C(C(=CC2C2=C1C=NN2C)C(=O)N([C@@H]2CCC1=CC(=CC=C21)C(F)(F)F)[C@H](C)C2=NC=CC=N2)F 4-amino-7-fluoro-1-methyl-N-((R)-1-(pyrimidin-2-yl)ethyl)-N-((R)-5-(trifluoromethyl)-2,3-dihydro-1H-inden-1-yl)-1H-pyrazolo[4,3-c]quinolin-8-carboxamide